4-Hydroxy-4-(3-Hydroxy-1-butenyl)-3,5,5-trimethyl-2-cyclohexen-1-one OC1(C(=CC(CC1(C)C)=O)C)C=CC(C)O